CC1CCC(CC1)=O Methyl-4-cyclohexanone